C(C)OC(C(F)(F)F)C1=CC=C(C2=C1N=C(O2)C21CNCC(N2C(=O)[O-])C1)C=1SC=CN1 5-(1-ethoxy-2,2,2-trifluoroethyl-7-(thiazol-2-yl)benzo[d]oxazol-2-yl)-3,6-diazabicyclo[3.1.1]heptane-6-carboxylate